BrC1=C(C=C2C=CC(NC2=C1)=O)F 7-bromo-6-fluoroquinolin-2(1H)-one